N-(1-(2,4-bis(trifluoromethyl)phenyl)-5-methyl-1H-pyrazol-4-yl)-[2,3'-bipyridine]-5'-carboxamide FC(C1=C(C=CC(=C1)C(F)(F)F)N1N=CC(=C1C)NC(=O)C=1C=C(C=NC1)C1=NC=CC=C1)(F)F